(R)-2-(2-hydroxy-propan-2-yl)-N'-(tricyclo-[6.2.0.03,6]deca-1,3(6),7-trien-2-ylcarbamoyl)-thiazole-5-sulfonimidamide OC(C)(C)C=1SC(=CN1)[S@@](=O)(N)=NC(NC1=C2CCC2=CC=2CCC12)=O